1,2,3,5-tetrafluoro-4-iodobenzene FC1=C(C(=C(C(=C1)F)I)F)F